5-bromo-1-(3-fluoro-4-methylbenzyl)-4-(oxazol-5-yl)-1,3-dihydro-2H-benzo[b]azepin-2-one BrC=1C2=C(N(C(CC1C1=CN=CO1)=O)CC1=CC(=C(C=C1)C)F)C=CC=C2